disodium 4-acetylamino-4'-isothiocyanatostilbene-2,2'-disulfonate C(C)(=O)NC=1C=C(C(=CC1)C=CC=1C(=CC(=CC1)N=C=S)S(=O)(=O)[O-])S(=O)(=O)[O-].[Na+].[Na+]